O[C@@H]1CN(CCC1)C1=C(C=C2C(=N1)N=C(S2)N2CCOCC2)NC(=O)C=2N=C(OC2)C2=CC(=NC=C2)C (S)-N-(5-(3-hydroxypiperidin-1-yl)-2-morpholinothiazolo[4,5-b]pyridin-6-yl)-2-(2-methylpyridin-4-yl)oxazole-4-carboxamide